CC1=CC=C(S1)C1=NC=2C(=C3C(=NC2)N(C=C3)S(=O)(=O)C3=CC=CC=C3)N1C=1C=NN(C1)C1(CNC1)CC#N 2-(3-(4-(2-(5-methylthien-2-yl)-6-(phenylsulfonyl)imidazo[4,5-d]pyrrolo[2,3-b]pyridin-1(6H)-yl)-1H-pyrazol-1-yl)azetidin-3-yl)acetonitrile